N-(1-(3-(pentafluoro-λ6-sulfanyl)benzyl)-1H-indol-5-yl)acrylamide FS(C=1C=C(CN2C=CC3=CC(=CC=C23)NC(C=C)=O)C=CC1)(F)(F)(F)F